ClC1=C(C=CC=C1F)C=1CCCC2=C(C1C1=CC(=CC=C1)O[C@H]1CN(CC1)CCCF)C=CC(=C2)C(=O)O (R)-8-(2-chloro-3-fluorophenyl)-9-(3-((1-(3-fluoropropyl)pyrrolidin-3-yl)oxy)phenyl)-6,7-dihydro-5H-benzo[7]annulene-3-carboxylic acid